C(C)(C)(C)OC(=O)N[C@H](C(=O)OC(C)(C)C)CC(=N)NO tert-butyl (S)-2-((tert-butoxycarbonyl)amino)-4-(hydroxyamino)-4-iminobutanoate